FC1=CC=CC=2C(=N[C@@H](C(NC21)=O)NC(=O)C=2C(=NN1C2OC(CC1)C(C)C)C1=C(C=CC=C1)F)C1=CC=CC=C1 N-[(3S)-9-fluoro-2-oxo-5-phenyl-2,3-dihydro-1H-1,4-benzodiazepin-3-yl]-2-(2-fluorophenyl)-5-(propan-2-yl)-5H,6H,7H-pyrazolo[3,2-b][1,3]oxazine-3-carboxamide